mesitylene-2,4-diamine C1(=C(C(=C(C(=C1)C)N)C)N)C